FC=1C=C(C(=O)O)C=CC1OC(F)(F)F 3-fluoro-4-(trifluoromethoxy)benzoic acid